C1(CC1)C(=O)N1CCNCC1 4-cyclopropaneformylpiperazine